C(C)(C)(C)OC(=O)NC1CCC(CC1)C(=O)OC 1-Methyl (1R,4R)-4-((tert-butoxycarbonyl)amino)cyclohexane-1-carboxylate